ClC1=NC=C2C=C(N=C(C2=C1)NC1COCC1)C1=C(C(=CC(=C1Cl)OC)OC)Cl 7-chloro-3-(2,6-dichloro-3,5-dimethoxyphenyl)-N-(tetrahydrofuran-3-yl)-2,6-naphthyridine-1-amine